7-benzyl 5-(tert-butyl) 2-(2-acetoxy-4-((trifluoromethyl)thio)phenyl)-3,4,5a,6,8,9-hexahydro-2H-1,2,5,7-tetraazabenzo[cd]azulene-5,7-dicarboxylate C(C)(=O)OC1=C(C=CC(=C1)SC(F)(F)F)N1N=C2CCN(CC3C2=C1CCN3C(=O)OC(C)(C)C)C(=O)OCC3=CC=CC=C3